6'-fluoro-N-(4-fluoro-3-(2-methoxyethoxy)benzyl)-1'-methyl-4'-oxo-3',4'-dihydro-1'H-spiro[piperidine-4,2'-quinoline]-1-carboxamide FC=1C=C2C(CC3(N(C2=CC1)C)CCN(CC3)C(=O)NCC3=CC(=C(C=C3)F)OCCOC)=O